COC=1C=C(C=CC1)C1=NN2C(COC3=C(C2)C=CC(=C3)NC(C)=O)=C1 N-(2-(3-Methoxyphenyl)-4H,10H-benzo[f]pyrazolo[5,1-c][1,4]oxazepin-7-yl)acetamide